Cl.CN(C=1C=CC2=CC3=CC=C(C=C3N=C2C1)N(C)C)C N3,N3,N6,N6-tetramethylacridine-3,6-diamine hydrochloride